FC1=CC=C(C=C1)NC(C(C)(C1=NC=2CCCN(C2C=C1)C(=O)C1CCOCC1)C)=O N-(4-fluorophenyl)-2-methyl-2-[5-(oxane-4-carbonyl)-5,6,7,8-tetrahydro-1,5-naphthyridin-2-yl]propanamide